N1(CCOCC1)C1=NSC(=N1)N 3-(morpholin-4-yl)-1,2,4-thiadiazol-5-amine